[N+](=O)([O-])C=1C=C(C=CC1)C=1C=CC(NN1)=O 6-(3-nitrophenyl)pyridazin-3(2H)-one